ClC=1C=C2C=C(NC2=CC1C1=NC(=C(C=C1)OC)F)CNC(C)=O N-((5-chloro-6-(6-fluoro-5-methoxypyridin-2-yl)-1H-indol-2-yl)methyl)acetamide